COC1=CC=2N(C=C1)C(=CN2)C2=C(C=C(C=C2)[N+](=O)[O-])C 7-methoxy-3-(2-methyl-4-nitrophenyl)imidazo[1,2-a]pyridine